ClC=1C(=CC(=C(C1)B(O)O)F)C 5-CHLORO-2-FLUORO-4-METHYLPHENYLBORONIC ACID